Di((Z)-oct-3-en-1-yl) pentane-1,5-diyl bis(vinylphosphonate) Di((Z)-oct-3-en-1-yl) pentane-1,5-diyl bis(vinylphosphonate) C(=C)P(OCC\C=C/CCCC)(OCCCCCOP(OCC\C=C/CCCC)(=O)C=C)=O.C(=C)P(OCC\C=C/CCCC)(OCCCCCOP(OCC\C=C/CCCC)(=O)C=C)=O